[Ir].[Ta] tantalum-iridium